COC=1C=C2C(=NC(=NC2=CC1OC)C)NC(C)C=1SC(=CC1)\C=C\C1=CC=CC=C1 6,7-dimethoxy-2-methyl-N-[1-{5-[(E)-2-phenylethenyl]-thiophen-2-yl}-ethyl]quinazolin-4-amine